copper (ii) tartrate hydrate O.C(=O)([O-])C(O)C(O)C(=O)[O-].[Cu+2]